FC1=C(C=CC=C1)[C@@H]1N(C[C@H](CC1)C)C(C(=O)NC=1C=C(C=NC1)C(=O)N)=O 5-[[2-[(2R,5S)-2-(2-fluorophenyl)-5-methyl-1-piperidyl]-2-oxo-acetyl]amino]pyridine-3-carboxamide